1,3,5-tris(3,5-ditert-butyl-4-hydroxybenzyl)-2,4,6-Trimethylbenzene C(C)(C)(C)C=1C=C(CC2=C(C(=C(C(=C2C)CC2=CC(=C(C(=C2)C(C)(C)C)O)C(C)(C)C)C)CC2=CC(=C(C(=C2)C(C)(C)C)O)C(C)(C)C)C)C=C(C1O)C(C)(C)C